CS(=O)(=O)C1=CC=C(C2=C1CCO2)NC([O-])=O (4-(methylsulfonyl)-2,3-dihydrobenzofuran-7-yl)carbamate